6-(((tert-butyldiphenylsilyl)oxy)methyl)spiro[3.3]Heptane-2-carbaldehyde [Si](C1=CC=CC=C1)(C1=CC=CC=C1)(C(C)(C)C)OCC1CC2(CC(C2)C=O)C1